1-(2-aminopyrimidin-5-yl)-3-[(1S)-1-(5-fluoro-3-methyl-1-benzofuran-2-yl)-2-methyl-propyl]urea NC1=NC=C(C=N1)NC(=O)N[C@@H](C(C)C)C=1OC2=C(C1C)C=C(C=C2)F